1-methoxy-4-(4-methyl-6-{5-methyl-1H-pyrazol-3-ylamino}pyrimidin-2-yl)cyclohexanecarboxamide COC1(CCC(CC1)C1=NC(=CC(=N1)C)NC1=NNC(=C1)C)C(=O)N